COC1=C(C=C(C(=C1)N1C[C@@H]2CN(C[C@@H]2C1)C)C)NC=1N=C(C2=C(N1)NC=C2)NC=2C=CC=C1CCN(C21)S(=O)(=O)C N2-(2-methoxy-5-methyl-4-((3aR,6aS)-5-methylhexahydropyrrolo[3,4-c]pyrrol-2(1H)-yl)phenyl)-N4-(1-(methylsulfonyl)indolin-7-yl)-7H-pyrrolo[2,3-d]pyrimidine-2,4-diamine